C12CN(CC(CC1)O2)C2=C(C=C(N)C=C2)C 4-(8-oxa-3-azabicyclo[3.2.1]octan-3-yl)-3-methylaniline